3-(3,4-Dihydroxyphenyl)-1-[4-hydroxy-2-[(2S,3R,4S,5S,6R)-3,4,5-trihydroxy-6-(hydroxymethyl)oxan-2-yl]peroxyphenyl]prop-2-en-1-one OC=1C=C(C=CC1O)C=CC(=O)C1=C(C=C(C=C1)O)OO[C@@H]1O[C@@H]([C@H]([C@@H]([C@H]1O)O)O)CO